2-(4-(6-((2-methoxy-4-chlorobenzyl)oxy)pyridin-2-yl)-2,5-difluorobenzyl)-1-((oxetan-2-yl)methyl)-3-oxo-2,3-dihydro-1H-indazole-6-carboxylic acid COC1=C(COC2=CC=CC(=N2)C2=CC(=C(CN3N(C4=CC(=CC=C4C3=O)C(=O)O)CC3OCC3)C=C2F)F)C=CC(=C1)Cl